[Ir+3].CC1=NC(=NC(=C1)C1=CC=CC=C1)C(=O)[O-].CC1=NC(=NC(=C1)C1=CC=CC=C1)C(=O)[O-].CC1=NC(=NC(=C1)C1=CC=CC=C1)C(=O)[O-] (4-methyl-6-phenylpyrimidineat) iridium (III)